ClC1=C(C(=O)OC(CC(=O)OCC)CC)C=C(C(=C1)F)N1C(N(C(N(C1=O)C)=S)C)=O (3-ethoxy-1-ethyl-3-oxo-propyl) 2-chloro-5-(3,5-dimethyl-2,6-dioxo-4-thioxo-1,3,5-triazin-1-yl)-4-fluoro-benzoate